NC1CCN(CC1)C=1C=C2C(N(C(C2=CC1)=O)C1C(NC(CC1)=O)=O)=O 5-(4-amino-1-piperidyl)-2-(2,6-dioxo-3-piperidyl)isoindoline-1,3-dione